2'-oxo-1',2'-dihydrospiro[azepan-4,4'-pyrido[2,3-d][1,3]oxazine]-1-carboxamide O=C1OC2(C3=C(N1)N=CC=C3)CCN(CCC2)C(=O)N